C(=O)C1CC=2C=C(C=C(C2C1)C#N)OCC1=NN=NN1C 2-formyl-6-[(1-methyltetrazol-5-yl)methoxy]-2,3-dihydro-1H-indene-4-carbonitrile